C(#N)C=1C=CC(=C(C1)CNC(=O)C=1C=NC(=C(C1)F)OC(F)F)C N-[(5-cyano-2-methylphenyl)-methyl]-6-(difluoromethoxy)-5-fluoropyridine-3-carboxamide